FC1=CC=C(C=N1)NS(=O)(=O)C N-(6-Fluoropyridin-3-yl)methanesulfonamide